C(C)(C)(C)OC(=O)N1C[C@H](CC1)N.CC(=CC[SiH](C1=CC=CC=C1)C1=CC=CC=C1)C di(methyl)allyl-diphenylsilane tert-butyl-(S)-3-aminopyrrolidine-1-carboxylate